C(=C)[Si](N[Si](C=C)(C)C)(C)C 1,3-divinyl-tetramethyl-disilazane